CC1=CC=C(C=C1)S(=O)(=O)O.N(=[N+]=[N-])CCCN1CCNCC1 1-(3-Azidopropyl)piperazine p-toluenesulfonate